CN1CC(NCC1)CO (4-methylpiperazin-2-yl)methanol